C(CC)[C@@H]1CC[C@H](CC1)C1=CC=C(C#N)C=C1 trans-4-(4-propyl-cyclohexyl)benzonitrile